BrC1=CC=C(C2=C1N=C(S2)NC(OCCCC)=O)F butyl N-(4-bromo-7-fluoro-1,3-benzothiazol-2-yl)carbamate